N1=C(C=CC=C1)N1CCN(CC1)C1=NC=NC2=CC=C(C=C12)C1=CN(C2=NC=CC=C21)C(=O)OC(C)(C)C tert-butyl 3-(4-(4-(pyridin-2-yl)piperazin-1-yl)quinazolin-6-yl)-1H-pyrrolo[2,3-b]pyridine-1-carboxylate